7-chloro-4-((4-methoxylbenzyl)amino)imidazo[1,5-a]quinoxalin-8-carboxylic acid ClC=1C=C2N=C(C=3N(C2=CC1C(=O)O)C=NC3)NCC3=CC=C(C=C3)OC